tert-butyl 2-(triphenyl-phosphoranylidene)-propanoate C1(=CC=CC=C1)P(=C(C(=O)OC(C)(C)C)C)(C1=CC=CC=C1)C1=CC=CC=C1